3,6,9,12,15-pentoxaheptadecane CCOCCOCCOCCOCCOCC